Cl.CC1(CCC(CC1)NC(C)=O)C N-(4,4-dimethylcyclohexyl)acetamide hydrochloride